N-(4-(N-(3-fluorophenyl)sulfamoyl)phenyl)-3-bromo-4-methoxybenzenesulphonamide FC=1C=C(C=CC1)NS(=O)(=O)C1=CC=C(C=C1)NS(=O)(=O)C1=CC(=C(C=C1)OC)Br